P(=O)(OC1[C@H](O)[C@H](O)[C@H](O1)CO)([O-])[O-] ribosyl monophosphate